NC1=NC=NC2=C(C=C(C=C12)C=1C=C(C=CC1)C#C[C@]1(C(N(CC1)C)=O)O)F (R)-3-[2-[3-(4-Amino-8-fluoro-quinazolin-6-yl)phenyl]ethynyl]-3-hydroxy-1-methylpyrrolidin-2-one